N-(3-chloro-4-((2,3-dihydroimidazo[1,2-c]quinazolin-9-yl)oxy)pyridin-2-yl)propane-1-sulfonamide ClC=1C(=NC=CC1OC1=CC=2C=3N(C=NC2C=C1)CCN3)NS(=O)(=O)CCC